CC1CCCC(=C1C=O)C 2,4-dimethylcyclohex-3-ene-3-carbaldehyde